2-(4,4-difluoro-3-(1-(2-(methylsulfonyl)ethyl)-6-oxo-1,6-dihydropyridin-3-yl)piperidin-1-yl)-N-(5-(4-fluorophenoxy)pyridin-2-yl)propanamide FC1(C(CN(CC1)C(C(=O)NC1=NC=C(C=C1)OC1=CC=C(C=C1)F)C)C1=CN(C(C=C1)=O)CCS(=O)(=O)C)F